C(C)(=O)C=1N=CN(C(C1OC1=C(C=C(C#N)C=C1C)C)=O)CC=1C(=NC(=NC1C)C)OC 4-((4-acetyl-1-((4-methoxy-2,6-dimethylpyrimidin-5-yl)methyl)-6-oxo-1,6-dihydropyrimidin-5-yl)oxy)-3,5-dimethylbenzonitrile